NC=1C=2N(C3=CC(=C(C=C3N1)F)C(=O)N1[C@@H]3[C@@H](OC4=C3C=CC(=C4)C(F)(F)F)C4(CC4)CC1)C=NC2 (4-amino-7-fluoroimidazo[1,5-a]quinoxalin-8-yl)((4aS,9bS)-7-(trifluoromethyl)-2,3,4a,9b-tetrahydro-1H-spiro[benzofuro[3,2-b]pyridine-4,1'-cyclopropan]-1-yl)methanone